O=C1NC(CCC1N1C(C2=CC=C(C=C2C1)CCCCCCCCCCC=O)=O)=O 11-(2-(2,6-dioxopiperidin-3-yl)-1-oxoisoindolin-5-yl)undecanal